FC(CNC1=CC=C(C(=O)NC2CCC(CC2)NC2=CC(=C(C(=C2)C(F)(F)F)C#N)C)C=C1)F 4-[(2,2-difluoroethyl)amino]-N-[(1s,4s)-4-{[4-cyano-3-methyl-5-(trifluoromethyl)phenyl]amino}cyclohexyl]benzamide